CC1=C(N)C(=CC(=C1)C(C1=CC=CC=C1)C1=CC=CC=C1)C(C1=CC=CC=C1)C1=CC=CC=C1 2-methyl-4,6-bis(benzhydryl)aniline